C(CC)(=O)OCC1(CC=CC=C1O)O 1,6-di-hydroxybenzyl propionate